C(C)(C)(C)OC(=O)N1C(C=2NN=C(C2C1)N)(C)C 3-amino-6,6-dimethyl-4,6-dihydropyrrolo[3,4-c]pyrazole-5(1H)-carboxylic acid tert-butyl ester